2-methoxy-5-[[2-oxo-2-[(2R,5S)-5-methyl-2-[2-[(3R)-1,5,5-trimethylpyrrolidin-3-yl]-1,3-benzothiazol-5-yl]-1-piperidyl]acetyl]amino]pyridine-3-carboxamide COC1=NC=C(C=C1C(=O)N)NC(C(N1[C@H](CC[C@@H](C1)C)C=1C=CC2=C(N=C(S2)[C@H]2CN(C(C2)(C)C)C)C1)=O)=O